OC1(COC1)C1=CC=C(C=C1)S(=O)(=O)NC1CCN(CC1)C(C1=CC=C(C=C1)C(F)(F)F)=O 4-(3-hydroxyoxetan-3-yl)-N-(1-(4-(trifluoromethyl)benzoyl)piperidin-4-yl)benzenesulfonamide